4'-cyclopropyl-5-methoxy[1,1'-biphenyl]-2-carboxylic acid C1(CC1)C1=CC=C(C=C1)C=1C(=CC=C(C1)OC)C(=O)O